4-((S)-1-(1-((R)-1-(naphthalen-2-yl)ethyl)-5-phenyl-1H-indazole-7-carboxamido)ethyl)benzoic acid C1=C(C=CC2=CC=CC=C12)[C@@H](C)N1N=CC2=CC(=CC(=C12)C(=O)N[C@@H](C)C1=CC=C(C(=O)O)C=C1)C1=CC=CC=C1